C(CCCCCCCCCCCCCCC)(=O)OCC(OC(CCCCCCC\C=C/CCCCCCCC)=O)COC(CCCCCCC\C=C/CCCCCCCC)=O 1-palmitoyl-2,3-dioleoyl-glycerol